3-(5-((2-(4-(2-((3r,5r,7r)-adamantan-1-yl)ethyl)piperazin-1-yl)ethyl)thio)-2-methyl-4-oxoquinazolin-3(4H)-yl)piperidine-2,6-dione C12(CC3CC(CC(C1)C3)C2)CCN2CCN(CC2)CCSC2=C3C(N(C(=NC3=CC=C2)C)C2C(NC(CC2)=O)=O)=O